norpinene C12=CCCC(C1)C2